2-methyl-α-[5-[[[[4-[[(4-methylphenyl)sulfonyl]oxy]phenyl]-sulfonyl]oxy]imino]-2(5H)-thienylidene]-benzeneacetonitrile CC1=C(C=CC=C1)C(C#N)=C1SC(C=C1)=NOS(=O)(=O)C1=CC=C(C=C1)OS(=O)(=O)C1=CC=C(C=C1)C